3-{(3R,4R)-3-[6,7-dihydro-5H-pyrrolo[2,3-d]pyrimidin-4-yl(methyl)amino]-4-methylpiperidin-1-yl}-3-oxo-propanenitrile N1=CN=C(C2=C1NCC2)N([C@H]2CN(CC[C@H]2C)C(CC#N)=O)C